Tert-butyl 1-[(3S)-3-{[(tert-butoxy)carbonyl] oxy} pyrrolidin-1-yl]-7-hydroxy-8-methoxy-5H-pyrido[4,3-b]indole-5-carboxylate C(C)(C)(C)OC(=O)O[C@@H]1CN(CC1)C1=NC=CC=2N(C=3C=C(C(=CC3C21)OC)O)C(=O)OC(C)(C)C